C(C)(C)(C)OC(=O)N1CCC(CC1)(F)C1=NC2=C(C=C(C=C2C(N1)=O)Br)C 4-(6-bromo-8-methyl-4-oxo-3,4-dihydroquinazolin-2-yl)-4-fluoropiperidine-1-carboxylic acid tert-butyl ester